C[C@H]1CN(CC1)[C@H]1COC2=CC=CC=C2[C@@H]1NC1=CC=CC=2N(C(=NC21)C(F)(F)F)COCC[Si](C)(C)C N-((3R,4S)-3-((R)-3-methylpyrrolidin-1-yl)chroman-4-yl)-2-(trifluoromethyl)-1-((2-(trimethylsilyl)ethoxy)methyl)-1H-benzo[d]imidazol-4-amine